((2S,3R)-3-((2-oxabicyclo[2.2.2]octan-4-yl)methoxy)-1-(methylamino)-1-oxobutan-2-yl)-6-(thiazole-5-carbonyl)-2-(4-(trifluoromethyl)oxazol-2-yl)-2,6-diazaspiro[3.4]octane-8-carboxamide C12OCC(CC1)(CC2)CO[C@@H]([C@@H](C(=O)NC)C2N(CC21CN(CC1C(=O)N)C(=O)C1=CN=CS1)C=1OC=C(N1)C(F)(F)F)C